6-Fluoro-1-(4-fluoro-3-(4-(cyclopropylcarbonyl)piperazine-1-carbonyl)benzyl)quinazoline FC=1C=C2C=NCN(C2=CC1)CC1=CC(=C(C=C1)F)C(=O)N1CCN(CC1)C(=O)C1CC1